Ethyl 2,2-dimethyl-3-oxo-butanoate CC(C(=O)OCC)(C(C)=O)C